CSC1=NN=NN1 5-(methylsulfanyl)-1H-tetrazole